ClC=1C2=C(N(CN1)C=1C(=NC=CC1Cl)C(C)C)N=C(C(=C2)F)Cl 4,7-dichloro-1-(4-chloro-2-isopropylpyridin-3-yl)-6-fluoropyrido[2,3-d]Pyrimidine